COC1=C(C=CC=C1OC)CCC(CC(=O)OCC)=O Ethyl 5-(2,3-dimethoxyphenyl)-3-oxopentanoate